triethylene glycol tetraacrylate C(C=C)(=O)O.C(C=C)(=O)O.C(C=C)(=O)O.C(C=C)(=O)O.C(COCCOCCO)O